D-2-amino-5-[3-(2-fluorophenoxy)propyl]-1,3-thiazole-4-carboxylic acid ethyl ester C(C)OC(=O)C=1N=C(SC1CCCOC1=C(C=CC=C1)F)N